ClC1=C2N(C(C(=C1)NC1=NC=NC=C1)=O)C1(CCOCC1)NC2=O 8-chloro-6-(pyrimidin-4-ylamino)-2',3',5',6'-tetrahydro-2H-spiro[imidazo[1,5-a]pyridine-3,4'-pyran]-1,5-dione